FC(OC1=C(C(=O)O)C=CC=C1)(F)F 2-(trifluoroMethoxy)benzoic acid